CCC(CC)N1N=CC(=C1)C=1C=2N(C=C(N1)C=1C=NN(C1)CC1CNC(O1)=O)N=CC2 5-((4-(4-(1-(pent-3-yl)-1H-pyrazol-4-yl)pyrazolo[1,5-a]pyrazin-6-yl)-1H-pyrazol-1-yl)methyl)oxazolidin-2-one